Tert-butyl 4-((4-chloropyridin-3-yl)amino)piperidine-1-carboxylate ClC1=C(C=NC=C1)NC1CCN(CC1)C(=O)OC(C)(C)C